8-fluoro-6,12-dioxo-6H,12H-indolo[2,1-b]quinazoline-2-carboximidamide FC=1C=C2C(C3=NC4=CC=C(C=C4C(N3C2=CC1)=O)C(N)=N)=O